ClC1=CC=C(C=N1)CN1C=CC=C2C1=NC(N(C2=O)C=2C=NN(C2)CC)=O 8-((6-chloropyridin-3-yl)methyl)-3-(1-ethyl-1H-pyrazol-4-yl)pyrido[2,3-d]pyrimidine-2,4(3H,8H)-dione